N-(5-cyclopentyl-1H-pyrazol-3-yl)-5-methylquinazolin-4-amine C1(CCCC1)C1=CC(=NN1)NC1=NC=NC2=CC=CC(=C12)C